2,6-Diamino-4,4,5,5-tetradeuterio-N-[(2S)-1-phenylpropan-2-yl]hexanamide NC(C(=O)N[C@H](CC1=CC=CC=C1)C)CC(C(CN)([2H])[2H])([2H])[2H]